4-dodecylbenzenesulfonic acid sodium salt [Na+].C(CCCCCCCCCCC)C1=CC=C(C=C1)S(=O)(=O)[O-]